(1S,2R)-2-(4-phenyl-6-(phenylamino)-1,3,5-triazin-2-ylamino)cyclopentanol C1(=CC=CC=C1)C1=NC(=NC(=N1)NC1=CC=CC=C1)N[C@H]1[C@H](CCC1)O